COC1=C(C(=CC(=C1)C1=NC2=C(C=NC=C2)N1C)O)O 3-methoxy-5-(3-methyl-3H-imidazo[4,5-c]pyridin-2-yl)benzene-1,2-diol